acridinyl-boric acid C1(=CC=CC2=NC3=CC=CC=C3C=C12)OB(O)O